(S)-N-((3S,4S)-4-(3-chlorophenyl)-1-(imidazo[1,5-a]pyridine-8-carbonyl)piperidin-3-yl)-3,3-dimethyl-2-(2,2,2-trifluoroacetamido)butanamide ClC=1C=C(C=CC1)[C@H]1[C@@H](CN(CC1)C(=O)C=1C=2N(C=CC1)C=NC2)NC([C@H](C(C)(C)C)NC(C(F)(F)F)=O)=O